3-(5-(4-benzhydryl-2-(fluoromethyl)piperazine-1-carbonyl)-7-fluoro-1-oxoisoindolin-2-yl)piperidine-2,6-dione C(C1=CC=CC=C1)(C1=CC=CC=C1)N1CC(N(CC1)C(=O)C=1C=C2CN(C(C2=C(C1)F)=O)C1C(NC(CC1)=O)=O)CF